CC1=C(C=CC(=C1)C)C1=C(C=CC=C1)C 2,4,2'-trimethylbiphenyl